FC1=C(C=CC=C1)C1=CC(N(C=N1)CC1(C(CNCC1)(C)C)O)=O 6-(2-fluorophenyl)-3-((4-hydroxy-3,3-dimethylpiperidin-4-yl)methyl)pyrimidin-4(3H)-one